1-Ethyl-3-isobutyl-5-pyrazolecarboxylic acid C(C)N1N=C(C=C1C(=O)O)CC(C)C